C(C)(C)C=1N=C(OC1)C1=NC(=CC(=C1)CC(C)=O)C=1OC=C(N1)C(C)C 2,6-bis[4-(R)-isopropyl-2-oxazolyl]-4-acetylmethylpyridine